3-azido-N-[2-(2,6-dioxopiperidin-3-yl)-1-oxoisoindolin-4-yl]propanamide N(=[N+]=[N-])CCC(=O)NC1=C2CN(C(C2=CC=C1)=O)C1C(NC(CC1)=O)=O